ClC1=CC(=C(C=N1)C(=O)NCC(F)(F)F)OC 6-Chloro-4-methoxy-N-(2,2,2-trifluoroethyl)pyridine-3-carboxamide